BrC1=CC=C(C=C1)C1=NC2=C(C=CC=C2C(=N1)C(=O)OCC)Cl ethyl 2-(4-bromophenyl)-8-chloro-quinazoline-4-carboxylate